C(C)(C)(C)OC(=O)N1CCN(CC1)C=1C=NC(=CC1)C(=O)N[C@H]1C(NC(CC1)=O)=O |r| (±)-4-(6-((2,6-Dioxopiperidin-3-yl)aminocarbonyl)pyridin-3-yl)piperazine-1-carboxylic acid tert-butyl ester